C(C)(=O)OC=C Z-vinyl acetate